N-(1-phenylethyl)-9H-carbazol-1-amine C1(=CC=CC=C1)C(C)NC1=CC=CC=2C3=CC=CC=C3NC12